C[C@@H]1CN(C(=CC1)C1=CC(=C(C(=C1)F)F)F)C(=O)OC(C)(C)C tert-butyl (3S)-3-methyl-6-(3,4,5-trifluorophenyl)-3,4-dihydro-2H-pyridine-1-carboxylate